6-oxa-2-azaspiro[3.4]octan-7-one trifluoroacetic acid salt FC(C(=O)O)(F)F.C1NCC12COC(C2)=O